ethoxycarbonylmethyltriphenylphosphine bromide [Br-].C(C)OC(=O)CC1=C(C=CC=C1)P(C1=CC=CC=C1)C1=CC=CC=C1